(7'-oxo-3',4',7',9'-tetrahydro-8'H-spiro[piperidine-4,2'-pyrano[2,3-e]isoindol]-8'-yl)piperidine-2,6-dione O=C1N(CC2=C3C(=CC=C12)CCC1(O3)CCNCC1)N1C(CCCC1=O)=O